C(C)(=O)NC1=NC2=C(N1)C=C(C=C2)C2=CC=C(C(=O)NCCC(C)C)C=C2 4-(2-acetamido-1H-benzo[d]imidazol-6-yl)-N-isopentyl-benzamide